ClC=1C=C2C(=NC1C1=CC=C(C=C1)C1=CC=C(C=C1)C=O)N=C(N2)OC=2C=CC(=C(C(=O)O)C2)C 5-((6-chloro-5-(4'-formyl-[1,1'-biphenyl]-4-yl)-1H-imidazo[4,5-b]pyridine-2-yl)oxy)-2-methylbenzoic acid